O[C@H]1C[C@@H](CCC1)N1C(C2(C3=C1N=C(N=C3)NC=3C(=NNC3)C=3C=NN(C3C(F)(F)F)C)CC2)=O 7'-((1R,3R)-3-hydroxycyclohexyl)-2'-((1'-methyl-5'-(trifluoromethyl)-1H,1'H-[3,4'-bipyrazol]-4-yl)amino)spiro[cyclopropane-1,5'-pyrrolo[2,3-d]pyrimidin]-6'(7'H)-one